BrCC[C@@H](C(=O)N)N L-4-bromo-2-aminobutyramide